1-methyl-1-(3-methoxypropyl)pyrrolidinium C[N+]1(CCCC1)CCCOC